FC=1C=CC=C2C(=NN(C12)CC1=C(C=CC=C1)F)C1=NC(=C(C(=N1)N)NC1COCC1)N 2-(7-fluoro-1-(2-fluorobenzyl)-1H-indazol-3-yl)-N5-(tetrahydrofuran-3-yl)pyrimidine-4,5,6-triamine